FC1([C@H](C2=C(N(N=C2C(F)(F)F)[C@H]2C[C@H](OCC2)C(F)(F)F)C1)O)F (4S)-5,5-difluoro-3-(trifluoromethyl)-1-[(2S,4R)-2-(trifluoromethyl)oxan-4-yl]-4,6-dihydrocyclopenta[c]pyrazol-4-ol